BrC1=CC(=C(O[C@H](C(=O)O)CCF)C=C1)C#C (2S)-2-(4-bromo-2-ethynylphenoxy)-4-fluorobutyric acid